ClC(C#CC(F)(F)F)(F)F 1-chloro-1,1,4,4,4-pentafluoro-2-butyne